(S)-6-(tert-butyl)-2-chloro-3-(3-methoxypropoxy)-10-oxo-5,10-dihydro-6H-pyrido[1,2-H][1,7]naphthyridine-9-carboxylic acid C(C)(C)(C)[C@@H]1CC=2C=C(C(=NC2C=2N1C=C(C(C2)=O)C(=O)O)Cl)OCCCOC